(acetylamino)-4-{[(methylcyclopropyl)dioxy-lambda6-thio]amino}-2-(6-azaspiro[2.5]oct-6-yl)benzoic acid C(C)(=O)NC=1C(=C(C(=O)O)C=CC1N[SH4]OOC1(CC1)C)N1CCC2(CC2)CC1